CC1=NC(=CC=N1)OCC(F)(F)F 2-Methyl-6-(2,2,2-trifluoro-ethoxy)-pyrimidin